N1(N=CC=C1)CC1=CC2=C(C(=NO2)NS(=O)(=O)C2=C(C=CC(=C2)C(C)(C)C)OC2CCC2)C(=C1)OC N-(6-((1H-pyrazol-1-yl)methyl)-4-methoxybenzo[d]isoxazol-3-yl)-5-(tert-butyl)-2-cyclobutyloxybenzenesulfonamide